FC1(CN(CC1)C(=O)C1(CCNCC1)N1N=CC(=C1)NC([C@H](C1CCC(CC1)C)NC(=O)C=1N(N=CC1)CC)=O)F N-[(1S)-2-[[1-[4-(3,3-difluoropyrrolidine-1-carbonyl)-4-piperidyl]pyrazol-4-yl]amino]-1-(4-methylcyclohexyl)-2-oxo-ethyl]-2-ethyl-pyrazole-3-carboxamide